N-[(3-hydroxy-cyclobutyl)-methyl]-acetamide OC1CC(C1)CNC(C)=O